alpha-lactose, monohydrate O.O[C@@H]1[C@H](O)[C@@H](O)[C@H](O[C@H]2[C@H](O)[C@@H](O)[C@@H](O)[C@H](O2)CO)[C@H](O1)CO